FC=1C=CC(=NC1)C(=O)N1[C@H]2[C@@H]3C[C@H](C1)C[C@H](C2O)N3C(=O)OC(C)(C)C (2R,3aS,6S,7aS)-tert-butyl 4-(5-fluoropyridinecarbonyl)-3-hydroxyoctahydro-1H-2,6-methanopyrrolo[3,2-b]pyridine-1-carboxylate